Cl.C(C1=CC=CC=C1)OC(NC1(CCNCC1)CO)=O 4-(hydroxymethyl)piperidin-4-ylcarbamic acid benzyl ester hydrochloride